C1(CC1)S(=O)(=O)NC1=NC=CC(=N1)C(C(=O)NC1=CC=C(C=C1)C1=NC(=CN=C1)OCC)(C)C 2-(2-(cyclopropanesulfonamido)pyrimidin-4-yl)-N-(4-(6-ethoxypyrazin-2-yl)phenyl)-2-methylpropanamide